C(C)C1=C(C(=CC=C1)CC)N1C(=NC(C(=C1O)CC1=C(C=C(C=C1)C=1C(N(C=CC1)C)=O)F)=O)C1=NN(C=C1)C 1-(2,6-diethylphenyl)-5-{[2-fluoro-4-(1-methyl-2-oxo-1,2-dihydropyridin-3-yl)phenyl]methyl}-6-hydroxy-2-(1-methyl-1H-pyrazol-3-yl)-1,4-dihydropyrimidin-4-one